CC([C@@H](C(=O)O)N1N=NC(=C1)C1=CC(=NO1)C)C (2S)-3-methyl-2-[4-(3-methylisoxazol-5-yl)triazol-1-yl]butaneoic acid